CN(C)C1=CC=C(C=C1)C=C2C3=CC=CC=C3NC2=O The molecule is a member of the class of oxindoles that is 3-methyleneoxindole in which one of the hydrogens of the methylene group has been replaced by a p-(dimethylamino)phenyl group. SU 4312 is a vascular endothelial growth factor (VEGF) receptor protein tyrosine kinase 1/2 and platelet derived growth factor (PDGF) receptor inhibitor. It also inhibits the neuronal nitric oxide synthase (NOS) and exhibits neuroprotection against NO-mediated neurotoxicity. It has a role as an angiogenesis inhibitor, an antineoplastic agent and a vascular endothelial growth factor receptor antagonist. It is a member of oxindoles, a tertiary amino compound and a substituted aniline.